2,2-bis(4-cyanophenyl)hexafluoropropane C(#N)C1=CC=C(C=C1)C(C(F)(F)F)(C(F)(F)F)C1=CC=C(C=C1)C#N